C1(=CC(=CC=C1)C[C@@H]1N(CCC[C@@H]1NS(=O)(=O)C)C(=O)OCC1OCCC1)C1=CC=CC=C1 tetrahydrofuran-2-ylmethyl cis-2-(biphenyl-3-ylmethyl)-3-((methylsulfonyl) amino)piperidine-1-carboxylate